ClC1=CC=C(C=C1)NC1=CC(=NC(=N1)N1CCOCC1)CNC(C1=NC=CC=C1)=O N-((6-((4-chlorophenyl)amino)-2-morpholinopyrimidin-4-yl)methyl)picolinamide